FC(C=1C=C(C=C(C1)C(F)(F)F)C#C[Si](C)(C)C)(F)F 2-[3,5-bis(trifluoromethyl)phenyl]ethynyltrimethylsilane